FC(OC1=NC(=CC=C1NC(=O)C1(CN(C1)C(CC=1C(=NNC1)O)=O)C1=C(C=CC=C1)C(C)C)C)F N-(2-(difluoromethoxy)-6-methylpyridin-3-yl)-1-(2-(3-hydroxy-1H-pyrazol-4-yl)acetyl)-3-(2-isopropylphenyl)azetidine-3-carboxamide